FC1=C(C=CC=C1C(C)(C)O)[C@@H](C)N[S@](=O)C(C)(C)C |&1:11| (R)-N-((R/S)-1-(2-fluoro-3-(2-hydroxypropan-2-yl)phenyl)ethyl)-2-methylpropan-2-sulfinamide